ON1COC=C1NC1=NN2C(C=N1)=CC(=C2)C(=O)N(C)C 2-{[(3s,4r)-3-hydroxyoxazol-4-yl]amino}-N,N-dimethylpyrrolo[2,1-f][1,2,4]triazine-6-carboxamide